OC(CCCCCCCC(=O)O)C(CC(C(CCCCC)O)O)O 9,10,12,13-tetrahydroxy-octadecanoic acid